6-((2S,5R)-4-((S)-1-(2-fluoro-4-(trifluoromethyl)phenyl)-2-methylpropyl)-2,5-dimethylpiperazin-1-yl)-3,8-dimethyl-9-(((S)-tetrahydrofuran-2-yl)methyl)-3,9-dihydro-2H-purin-2-one FC1=C(C=CC(=C1)C(F)(F)F)[C@H](C(C)C)N1C[C@@H](N(C[C@H]1C)C=1C=2N=C(N(C2N(C(N1)=O)C)C[C@H]1OCCC1)C)C